COC[S+](C)CS(=O)(=O)C1=CC=CC=C1 methoxybenzenesulfonylmethyl-dimethyl-sulfonium